3-(4-(((6-methoxy-2-(2-methoxyimidazo[2,1-b][1,3,4]thiadiazol-6-yl)pyrazolo[1,5-a]pyridin-4-yl)oxy)methyl)-5-methylthiazol-2-yl)-N,N-dimethylpropionamide COC=1C=C(C=2N(C1)N=C(C2)C=2N=C1SC(=NN1C2)OC)OCC=2N=C(SC2C)CCC(=O)N(C)C